6-Nitro-3,4-dihydronaphthalen-2(1H)-one [N+](=O)([O-])C=1C=C2CCC(CC2=CC1)=O